O=C1NC(CCC1NC1=CC(=C(C=C1)N1[C@H](CC(C[C@H]1C)(O)CC(=O)OCCCC)C)F)=O butyl 2-[(2s,6r)-1-[4-[(2,6-dioxo-3-piperidyl)amino]-2-fluoro-phenyl]-4-hydroxy-2,6-dimethyl-4-piperidyl]acetate